[Li].CC(C)C 2-methyl-propane lithium